N-[(1R)-1-[3-Methoxy-5-(1-methylpyrazol-4-yl)phenyl]ethyl]-2-methyl-5-[(1R,4R)-5-methyl-2,5-diazabicyclo[2.2.1]heptan-2-yl]benzamide COC=1C=C(C=C(C1)C=1C=NN(C1)C)[C@@H](C)NC(C1=C(C=CC(=C1)N1[C@H]2CN([C@@H](C1)C2)C)C)=O